4-(6-(2-fluoro-4-(4-methylpiperazine-1-carbonyl)phenyl)imidazo[1,2-a]pyridin-3-yl)benzonitrile FC1=C(C=CC(=C1)C(=O)N1CCN(CC1)C)C=1C=CC=2N(C1)C(=CN2)C2=CC=C(C#N)C=C2